NC1=NC=CC(=N1)OC1=CC(=C(C=C1)N1C(N(C[C@@H]1O)C=1C=NC=C(C1)C(F)(F)F)=O)C (4S)-3-[4-(2-aminopyrimidin-4-yl)oxy-2-methyl-phenyl]-4-hydroxy-1-[5-(trifluoromethyl)-3-pyridyl]imidazolidin-2-one